1-(3,3-difluoropyrrolidine-1-carbonyl)-4-oxido-1,4-azaphosphinan FC1(CN(CC1)C(=O)N1CCP(CC1)=O)F